Methyl 1-(2-Acetoxyethyl)-4-(1-butylamino)-1H-pyrazole-5-carboxylate C(C)(=O)OCCN1N=CC(=C1C(=O)OC)NCCCC